CC1=NC(=CC(=N1)NC1=NN2C(C=C(C=C2)C2=C(C=NC(=C2)C)OC2CCC(CC2)C(=O)N)=C1)C 4-[[4-[2-[(2,6-dimethylpyrimidin-4-yl)amino]pyrazolo[1,5-a]pyridin-5-yl]-6-methyl-3-pyridyl]oxy]cyclohexanecarboxamide